3-(5-((8-((4'-fluoro-5,5-dimethyl-3,4,5,6-tetrahydro-[1,1'-biphenyl]-2-yl)methyl)-3,8-diazabicyclo[3.2.1]octane-3-yl)methyl)-1-oxoisoindolin-2-yl)piperidine FC1=CC=C(C=C1)C1=C(CCC(C1)(C)C)CN1C2CN(CC1CC2)CC=2C=C1CN(C(C1=CC2)=O)C2CNCCC2